4,6-difluoro-1-methyl-1H-indazole-3-carboxylic acid lithium [Li].FC1=C2C(=NN(C2=CC(=C1)F)C)C(=O)O